N,N,N-tris(hydroxyethyl)amine OCCN(CCO)CCO